COC([C@H](CC(C)C)NC(=O)C1=NNC(=C1)C=1C=C(C=CC1)C=1OC(=CN1)C(=O)N[C@H](C(=O)OC)CC(C)C)=O (S)-methyl 2-(2-(3-(3-(((S)-1-methoxy-4-methyl-1-oxopentan-2-yl) carbamoyl)-1H-pyrazol-5-yl) phenyl) oxazole-5-carboxamido)-4-methylpentanoate